N6-(D-2-isopentenyl)-adenosine 5'-diphosphate P(O)(=O)(OP(=O)(O)O)OC[C@@H]1[C@H]([C@H]([C@@H](O1)N1C=NC=2C(NCC=C(C)C)=NC=NC12)O)O